3-{4-[(2,3-dimethylphenyl)sulfamoyl]phenyl}-1-(pyridin-3-ylmethyl)urea CC1=C(C=CC=C1C)NS(=O)(=O)C1=CC=C(C=C1)NC(NCC=1C=NC=CC1)=O